CC1=CC=C(C=C1)S(=O)(=O)OCC1(CCC(CC1)(F)F)O (4,4-difluoro-1-hydroxycyclohexyl)methyl 4-methylbenzenesulfonate